CP(C1=CC(=CC=C1)C=1C2=CC=CC=C2C(=C2C=CC=CC12)C1=CC2=CC=CC=C2C=C1)(C)=O dimethyl-(3-(10-(naphthalen-2-yl)anthracene-9-yl)phenyl)phosphine oxide